2-{[8-bromo-2-(morpholin-4-yl)pyrazolo[1,5-a][1,3,5]triazin-4-yl]amino}acetohydrazide BrC=1C=NN2C1N=C(N=C2NCC(=O)NN)N2CCOCC2